phosphinyl-formamidine [PH2](=O)C(=N)N